5,7-di-tertiary butyl-3-(3,4-di-methylphenyl)-3H-benzofuran-2-one C(C)(C)(C)C=1C=C(C2=C(C(C(O2)=O)C2=CC(=C(C=C2)C)C)C1)C(C)(C)C